trans-N-(6,17,19-trifluorospiro[8,12-dioxa-21-azatetracyclo[14.3.1.110,13.02,7]henicosa-1(19),2,4,6,10,13(21),16(20),17-octaene-14,4'-cyclohexane]-1'-yl)methanesulfonamide FC=1C=CC=C2C3=C(C=C(C(CC4(CCC(CC4)NS(=O)(=O)C)C=4OC=C(COC12)N4)=C3)F)F